FC=1C(=C(C=CC1F)[C@H]1[C@@H](O[C@]([C@H]1C)(C(F)(F)F)C)C(=O)NC1=CC(=C(C=C1)F)S(=O)(=O)N)OC (2R,3S,4S,5R)-3-(3,4-difluoro-2-methoxyphenyl)-N-(4-fluoro-3-aminosulfonylphenyl)-4,5-dimethyl-5-(trifluoromethyl)tetrahydrofuran-2-carboxamide